3-(3-(2-oxo-3-phenylimidazol-1-yl)piperidin-1-yl)-1,2,4-triazine-6-carboxamide O=C1N(C=CN1C1=CC=CC=C1)C1CN(CCC1)C=1N=NC(=CN1)C(=O)N